5-(4-((2R,5S)-2-((1H-1,2,3-triazol-1-yl)methyl)-5-(4-chlorobenzyl)morpholino)-piperidin-1-yl)-4H-1,2,4-triazol-3-amine 2,2,2-trifluoroacetate FC(C(=O)O)(F)F.N1(N=NC=C1)C[C@@H]1OC[C@@H](N(C1)C1CCN(CC1)C=1NC(=NN1)N)CC1=CC=C(C=C1)Cl